3-(4-((R)-3-methylmorpholino)-7-(1H-pyrazol-3-yl)imidazo[1,5-b]pyridazin-2-yl)-8-oxa-3-azabicyclo[3.2.1]octane C[C@@H]1COCCN1C=1C=2N(N=C(C1)N1CC3CCC(C1)O3)C(=NC2)C2=NNC=C2